3-methyl-1,1-bis(3-methylbut-2-enyloxy)but-2-ene dimethyl-4-((1r,3r)-3-((1-(4-(tert-butoxycarbonyl)phenyl)piperidin-4-yl)oxy)cyclobutoxy)phthalate COC(C=1C(C(=O)OC)=CC(=CC1)OC1CC(C1)OC1CCN(CC1)C1=CC=C(C=C1)C(=O)OC(C)(C)C)=O.CC(=CC(OCC=C(C)C)OCC=C(C)C)C